[(1R)-1-benzyl-2-methoxy-ethyl]imidazo[4,5-c]quinoline C(C1=CC=CC=C1)[C@@H](COC)C=1NC2=C(C=NC=3C=CC=CC23)N1